4-(1H-pyrrol-2-yl)isoindolin-1-one N1C(=CC=C1)C1=C2CNC(C2=CC=C1)=O